3-Benzyl-1H-1,2,4-triazol C(C1=CC=CC=C1)C1=NNC=N1